5-(8-((1R,2R)-2-(6-(trifluoromethyl)pyridin-3-yl)cyclopropyl)imidazo[1,2-b]pyridazin-6-yl)pyrimidine-2,4(1H,3H)-dione FC(C1=CC=C(C=N1)[C@H]1[C@@H](C1)C=1C=2N(N=C(C1)C=1C(NC(NC1)=O)=O)C=CN2)(F)F